C[Sn](C=1CCOCCC1)(C)C trimethyl(2,3,6,7-tetrahydrooxepin-4-yl)stannane